1-(naphthalen-2-yl)-2-toluenesulfonic acid C1=C(C=CC2=CC=CC=C12)C1(C)C(C=CC=C1)S(=O)(=O)O